C(C)(=O)NCCC[C@@H](C(=O)O)NC(=O)OC(C)(C)C (S)-5-Acetamido-2-((tert-butoxycarbonyl)amino)pentanoic acid